1-(4-((4-((2',4'-difluoro-4-methoxy-[1,1'-biphenyl]-3-yl)amino)-7-methoxy-quinazolin-6-yl)amino)piperidin-1-yl)prop-2-en-1-one FC1=C(C=CC(=C1)F)C1=CC(=C(C=C1)OC)NC1=NC=NC2=CC(=C(C=C12)NC1CCN(CC1)C(C=C)=O)OC